ClC=1C=C(C2=C(C1)C1(CCNCC1)S(N2)(=O)=O)Cl 5,7-dichloro-1H,2H-spiro[2λ6,1-benzisothiazole-3,4'-piperidine]-2,2-dione